ClC=1C=C(C=C(C1OC=1C=C2CCN(C(C2=CC1)=O)CC1=CC=C(C=C1)F)Cl)N1N=C(C(NC1=O)=O)C(=O)O 2-(3,5-dichloro-4-((2-(4-fluorobenzyl)-1-oxo-1,2,3,4-tetrahydroisoquinolin-6-yl)oxy)phenyl)-3,5-dioxo-2,3,4,5-Tetrahydro-1,2,4-triazine-6-carboxylic acid